benzyl 6-(4-chlorobenzyl)-5-oxo-1,5,6,8,9,10-hexahydropyrido[3,4-e]pyrimido[1,2-a]pyrimidine-3(4H)-carboxylate ClC1=CC=C(CN2C=3N(C4=C(C2=O)CN(CC4)C(=O)OCC4=CC=CC=C4)CCCN3)C=C1